C(#C)[C@@H]1N(CC(C1)(F)F)C(=O)OC(C)(C)C tert-butyl (2R)-2-ethynyl-4,4-difluoropyrrolidine-1-carboxylate